ClC1=CC(=C(C=C1)C=1C=C(C=CC1)C(CC=1OC(=NN1)C)O)OC 1-[3-(4-chloro-2-methoxy-phenyl)phenyl]-2-(5-methyl-1,3,4-oxadiazol-2-yl)ethanol